C1(CCCCC1)C(=O)C=1NC=2C=C(C3=C(C2C1)C=CC=C3)F cyclohexyl-(5-fluoro-3H-benzo[e]indol-2-yl)-methanone